((1s,3s)-3-hydroxy-3-methylcyclobutyl)(7-(4-methylbenzyl)-2-azaspiro[3.5]non-2-yl)methanone OC1(CC(C1)C(=O)N1CC2(C1)CCC(CC2)CC2=CC=C(C=C2)C)C